methyl 4-chloro-2-((3,4-difluoro-2-formylphenyl) amino)-5-fluoro-benzoate ClC1=CC(=C(C(=O)OC)C=C1F)NC1=C(C(=C(C=C1)F)F)C=O